3-(2-(pyrrolidin-1-yl)ethyl)-1H-indol-4-acetate N1(CCCC1)CCC1=CNC=2C=CC=C(C12)CC(=O)[O-]